FC(SC1=CC=C(C=C1)N1C=2N(CC(C1)CNC(C=C)=O)N=CC2)(F)F N-((4-(4-((trifluoromethyl)thio)phenyl)-4,5,6,7-tetrahydropyrazolo[1,5-a]pyrimidin-6-yl)methyl)acrylamide